COC(CCC1CCNCC1)OC 4-(3,3-dimethoxypropyl)piperidine